diethylamine hydrochloride salt Cl.C(C)NCC